4-[(2-Amino-3,5-dibromo-benzyl)-methylamino]-cyclohexanthiol NC1=C(CN(C2CCC(CC2)S)C)C=C(C=C1Br)Br